FC=1C=C(C=CC1F)NC=1C2=C(N=CN1)C=CC(=N2)N2CC1(CCN1C(=O)OC(C)(C)C)C2 tert-Butyl 6-(4-((3,4-difluorophenyl)amino)pyrido[3,2-d]pyrimidin-6-yl)-1,6-diazaspiro[3.3]heptane-1-carboxylate